N-(4-fluoro-3-methylphenyl)-5-(2-((1-(hydroxymethyl)cyclopentyl)amino)-2-oxoacetyl)-1,2,4-trimethyl-1H-pyrrole-3-carboxamide FC1=C(C=C(C=C1)NC(=O)C1=C(N(C(=C1C)C(C(=O)NC1(CCCC1)CO)=O)C)C)C